1-[3-(pyridin-3-yl)-1H-pyrazole-5-carbonyl]-N-[(1r,4r)-4-methylcyclohexyl]piperidine-4-carboxamide N1=CC(=CC=C1)C1=NNC(=C1)C(=O)N1CCC(CC1)C(=O)NC1CCC(CC1)C